2-(4-{[(3R)-1-(oxetan-3-yl)piperidin-3-yl]amino}-5,6,7,8-tetrahydrophthalazin-1-yl)-5-(trifluoromethyl)phenol O1CC(C1)N1C[C@@H](CCC1)NC1=NN=C(C=2CCCCC12)C1=C(C=C(C=C1)C(F)(F)F)O